tert-butyl(4-methyl-3-((1-(3-(4-(methylcarbamoyl)-1H-pyrrol-2-yl)naphthalen-1-yl)ethyl)carbamoyl)benzyl) carbamate C(N)(OC(C1=CC(=C(C=C1)C)C(NC(C)C1=CC(=CC2=CC=CC=C12)C=1NC=C(C1)C(NC)=O)=O)C(C)(C)C)=O